2-cyclopropoxy-1H-benzo[d]imidazole C1(CC1)OC1=NC2=C(N1)C=CC=C2